N=1NC=C2C1N=CN=C2C=2C=C(C=NC2)C2=CC=C(C=C2)N2C(CCC2)=O 1-(4-(5-(2H-pyrazolo[3,4-d]pyrimidin-4-yl)pyridin-3-yl)phenyl)pyrrolidin-2-one